N-(1-((4-(Cyclopropylamino)-3,4-dioxo-1-((S)-2-oxopyrrolidin-3-yl)butan-2-yl)amino)-4-methyl-1-oxopentan-2-yl)-9-hydroxy-9H-fluorene-9-carboxamide C1(CC1)NC(C(C(C[C@H]1C(NCC1)=O)NC(C(CC(C)C)NC(=O)C1(C2=CC=CC=C2C=2C=CC=CC12)O)=O)=O)=O